O1C(OCC1)C1=C(C=CC=C1OCC1=CC=C(C=C1)OC)CC(=O)O [2-(1,3-dioxolan-2-yl)-3-[(4-methoxyphenyl)methoxy]phenyl]acetic acid